oxocine O1CC=CC=CC=C1